1,2-dioleoyl-3-linoleoylglycerol C(CCCCCCC\C=C/CCCCCCCC)(=O)OCC(OC(CCCCCCC\C=C/CCCCCCCC)=O)COC(CCCCCCC\C=C/C\C=C/CCCCC)=O